4-(2,6-difluorophenyl)-6-methyl-1,2-benzoxazol FC1=C(C(=CC=C1)F)C1=CC(=CC2=C1C=NO2)C